N,N-bis[1-phenacylethyl]PHTHALAMIC ACID C(C(=O)C1=CC=CC=C1)C(C)N(C(C=1C(C(=O)O)=CC=CC1)=O)C(C)CC(=O)C1=CC=CC=C1